(1s,4s)-1,4-dimethylcyclohexane-1-carboxylic acid methyl ester COC(=O)C1(CCC(CC1)C)C